ClC1=CC=C(C=C1)C12CC3(CC(CC(C1)C3)C2)C(C=CC2=CC=C(C#N)C=C2)=O 4-{3-[3-(4-Chloro-phenyl)-adamantan-1-yl]-3-oxo-propenyl}-benzonitrile